6-(4-(2-(5-cyclopropyl-3-(2,6-dichlorophenyl)isoxazol-4-yl)ethyl)-3-methylpiperazin-1-yl)quinoline-2-carboxylic acid C1(CC1)C1=C(C(=NO1)C1=C(C=CC=C1Cl)Cl)CCN1C(CN(CC1)C=1C=C2C=CC(=NC2=CC1)C(=O)O)C